FC1=CC=C(C(=O)NC(CC)C2=NC=3CCCC(C3C=C2)C=2C=NC=C(C2)C(F)(F)F)C=C1 4-fluoro-N-(1-(5-(5-(trifluoromethyl)pyridin-3-yl)-5,6,7,8-tetrahydroquinolin-2-yl)propyl)benzamide